N-(trans-4-hydroxytetrahydrofuran-3-yl)-2-methyl-5-((2-methylthiazol-5-yl)methoxy)benzofuran-3-carboxamide O[C@H]1[C@@H](COC1)NC(=O)C1=C(OC2=C1C=C(C=C2)OCC2=CN=C(S2)C)C